C(#N)C1=CC=C(C=C1)S(=O)(=O)NC1=C(C(=O)O)C=CC(=C1)C(F)(F)F 2-((4-cyanophenyl)sulphonamido)-4-(trifluoromethyl)benzoic acid